ClC1=NC(=C2C(=N1)N(N=C2)C(C)C)C 6-chloro-1-isopropyl-4-methyl-1H-pyrazolo[3,4-d]pyrimidine